ClC=1C=CC2=C(N(C3=C(CC2)C=CC=C3)CCCCNC/C=C/C(=O)OCC#C)C1 Prop-2-yn-1-yl (E)-4-[4-(3-chloro-10,11-dihydro-5H-dibenzo[b,f]azepin-5-yl)butylamino]but-2-enoat